FC1=CC=C(C=C1)C(CCCN1CC2N(C=3C=CC=C4C3C(C2)=CS4)CC1)=O 1-(4-fluorophenyl)-4-(6a,7,9,10-tetrahydropyrazino[1,2-a]thieno[4,3,2-de]quinolin-8(6H)-yl)butan-1-one